C(CCC(=O)OOCC(F)(F)S(=O)(=O)O)(=O)OOCC(F)(F)S(=O)(=O)O di(2-sulfo-2,2-difluoroethoxy) succinate